C1(CCCC1)C(=O)N1CC2(CC1)CNCC2 cyclopentyl(2,7-diazaspiro[4.4]nonan-2-yl)methanone